C1(CCCCC1)NC(C)(C)C cyclohexyl-tert-butylamine